ClC=1C=C2C=C(COC2=CC1)C(=O)NC1CCC(CC1)NC1=CC(=NC2=CC=C(C=C12)Cl)C(F)(F)F 6-chloro-N-[(1s,4s)-4-{[6-chloro-2-(trifluoromethyl)quinolin-4-yl]amino}cyclohexyl]-2H-chromen-3-carboxamide